N-(5-cyclopropyl-1H-pyrazol-3-yl)butanamide C1(CC1)C1=CC(=NN1)NC(CCC)=O